COC=1C=C(C=C(C1)OC)N(C(=O)C=1N=C(SC1)C#C)C1C(N(CC1)C(C)C1=CC=CC=C1)=O N-(3,5-Dimethoxyphenyl)-2-ethynyl-N-(2-oxo-1-(1-phenylethyl)pyrrolidin-3-yl)thiazole-4-carboxamide